5-(5-isopropyl-1,2,4-oxadiazol-3-yl)-N-(2-methylpyridin-4-yl)-2,3-dihydro-1H-indene-1-carboxamide C(C)(C)C1=NC(=NO1)C=1C=C2CCC(C2=CC1)C(=O)NC1=CC(=NC=C1)C